2-(2-((1S,4R)-2-azabicyclo[2.2.1]heptan-2-yl)ethoxy)ethan-1-ol [C@H]12N(C[C@H](CC1)C2)CCOCCO